ClC1=C(C(=CC=C1)Cl)C=1OC(=C(N1)C(=O)N)NC1=CC=C(C=C1)C(=O)N1CCS(CC1)(=O)=O (2,6-dichlorophenyl)-5-[4-(1,1-dioxo-1,4-thiazinan-4-carbonyl)anilino]Oxazole-4-carboxamide